2-[1-[2-(5-Cyanoisoindolin-2-yl)-6-fluoro-4-oxo-chromen-8-yl]ethylamino]benzoic acid C(#N)C=1C=C2CN(CC2=CC1)C=1OC2=C(C=C(C=C2C(C1)=O)F)C(C)NC1=C(C(=O)O)C=CC=C1